tridecan-7-yl 6-((((2-(dimethylamino)ethyl)thio)carbonyl)(2-hydroxyethyl)amino)hexanoate CN(CCSC(=O)N(CCCCCC(=O)OC(CCCCCC)CCCCCC)CCO)C